N1(C=CC=CC=C1)C(=O)C1CCN(CC1)C1CC2CCC(C1)N2C2=NC(=NO2)C Azepin-1-yl-(1-(8-(3-methyl-1,2,4-oxadiazol-5-yl)-8-azabicyclo[3.2.1]oct-3-yl)piperidin-4-yl)methanone